2-(5-bromothiophen-2-yl)-1,3-dioxolan BrC1=CC=C(S1)C1OCCO1